F[B-](F)(F)F.[Cu+].C(C)#N.C(C)#N.C(C)#N.C(C)#N tetrakis(acetonitrile) copper (I) tetrafluoroborate